(2R,3R,11bR)-9-[(4,4-difluoro-1-hydroxycyclohexyl)methoxy]-3-(2,2-dimethylpropyl)-10-methoxy-1H,2H,3H,4H,6H,7H,11bH-pyrido[2,1-a]isoquinolin-2-ol FC1(CCC(CC1)(O)COC=1C=C2CCN3[C@@H](C2=CC1OC)C[C@H]([C@@H](C3)CC(C)(C)C)O)F